FC1=C(NC=2C3=C(N=CN2)C=NC(=N3)SC3CCN(CC3)C(C=C)=O)C=CC(=C1C)OC1=CC3=C(N(C=N3)C)C=C1 1-[4-[4-[2-fluoro-3-methyl-4-(1-methylbenzimidazol-5-yl)oxy-anilino]pyrimido[5,4-d]pyrimidin-6-yl]sulfanyl-1-piperidyl]prop-2-en-1-one